C(C)C=1OC2=C(C(C1C)=O)C=C(C=C2)C 2-ethyl-3,6-dimethyl-4H-benzopyran-4-one